ethyl 2-(thien-2-yl)-2-diazoacetate S1C(=CC=C1)C(C(=O)OCC)=[N+]=[N-]